(2S)-2-(bis(tert-butoxycarbonyl) amino)-5-oxopentanoate C(C)(C)(C)OC(=O)N([C@H](C(=O)[O-])CCC=O)C(=O)OC(C)(C)C